[Br-].OC1=C(C=CC=C1)CCN1CSC2=C1C=CC=C2 3-(2-(2-hydroxyphenyl)ethyl)-benzothiazole bromide